ClC=1C(=CC(=NC1)N1CCC(CC1)C=O)NC1=CC=2C3=C(C(N(C2C=C1F)C)=O)OCC([C@@H](N3)C3CC3)(F)F 1-[5-chloro-4-[[(2S)-2-cyclopropyl-3,3,9-trifluoro-7-methyl-6-oxo-2,4-dihydro-1H-[1,4]oxazepino[2,3-c]quinolin-10-yl]amino]-2-pyridyl]piperidine-4-carbaldehyde